glucose-d1 O=C([C@H](O)[C@@H](O)[C@H](O)[C@H](O)CO)[2H]